ClC1=NC=CC(=N1)C1=CC(=C(C=C1)OC)F 2-chloro-4-(3-fluoro-4-methoxyphenyl)pyrimidine